Benzyl (1R,4r)-4-(4-(((1r,4R)-4-(2-aminoethoxy)cyclohexyl)oxy) butanamido)cyclohexane-1-carboxylate NCCOC1CCC(CC1)OCCCC(=O)NC1CCC(CC1)C(=O)OCC1=CC=CC=C1